(R)-tert-butyl 5-(tert-butyldimethylsilyloxy)-1-hydroxypent-2-ylcarbamate [Si](C)(C)(C(C)(C)C)OCCC[C@H](CO)NC(OC(C)(C)C)=O